dodecane-4,5,9,10-tetracarboxylic acid CCCC(C(CCCC(C(CC)C(=O)O)C(=O)O)C(=O)O)C(=O)O